2-(azetidin-3-yl)acetonitrile N1CC(C1)CC#N